FC1=C(C(=O)NC=2SC3=C(N2)C(=CC=C3)OC)C(=CC(=C1)N1CC(NCC1)C)F 2,6-difluoro-N-(4-methoxybenzo[d]thiazol-2-yl)-4-(3-methylpiperazin-1-yl)benzamide